C(C)(=O)N1C2(CN(C2=O)[C@H](C(=O)O)[C@@H](C)O)CCC1 (2S,3R)-2-(5-acetyl-1-oxo-2,5-diazaspiro[3.4]octan-2-yl)-3-hydroxybutanoic acid